(1R,3r)-3-((R)-2-(1-(3-((R)-1-(2,4-dichlorophenyl)ethyl)-3H-[1,2,3]triazolo[4,5-d]pyrimidin-5-yl)azetidin-3-yl)morpholinyl)-1-methylcyclobutane-1-carboxylic acid ClC1=C(C=CC(=C1)Cl)[C@@H](C)N1N=NC2=C1N=C(N=C2)N2CC(C2)[C@@H]2CN(CCO2)C2CC(C2)(C(=O)O)C